(1r,2r)-2-(8-chloro-2,3,4,5-tetrahydro-1H-pyrido[4,3-b]indole-2-carbonyl)-N-((S)-4-oxotetrahydrofuran-3-yl)cyclohexane-1-carboxamide ClC1=CC=2C3=C(NC2C=C1)CCN(C3)C(=O)[C@H]3[C@@H](CCCC3)C(=O)N[C@H]3COCC3=O